1-(2,5-dimethoxy-6-pentylpyridin-3-yl)butan-2-amine COC1=NC(=C(C=C1CC(CC)N)OC)CCCCC